2-((1-(methylsulfonyl)piperidin-4-yl)amino)-4-phenylpyrimidine-5-carbonitrile CS(=O)(=O)N1CCC(CC1)NC1=NC=C(C(=N1)C1=CC=CC=C1)C#N